NC=1C(=NC2=C(C(=CC=C2C1NC1C2CN(C1C2)C(=O)OC(C)(C)C)Br)F)N2CC(C2)N(C)C tert-butyl 5-((3-amino-7-bromo-2-(3-(dimethylamino)azetidin-1-yl)-8-fluoroquinolin-4-yl)amino)-2-azabicyclo[2.1.1]hexane-2-carboxylate